1-(2-Thienylethynyl)-2-naphthol S1C(=CC=C1)C#CC1=C(C=CC2=CC=CC=C12)O